N-[(1R)-1-[4-(difluoromethyl)-3-fluoro-2-pyridyl]ethyl]-2-methyl-propane-2-sulfinamide FC(C1=C(C(=NC=C1)[C@@H](C)NS(=O)C(C)(C)C)F)F